diethyl (3-((2-chloro-8-methoxy-5H-pyrimido[5,4-b]indol-4-yl)amino)propyl)phosphonate ClC=1N=C(C=2NC=3C=CC(=CC3C2N1)OC)NCCCP(OCC)(OCC)=O